1-tosyl-4-(4-(trifluoromethyl)cyclohex-1-en-1-yl)-1H-1,2,3-triazole S(=O)(=O)(C1=CC=C(C)C=C1)N1N=NC(=C1)C1=CCC(CC1)C(F)(F)F